chloro-ethyl-trimethoxysilane ClCO[Si](OC)(OC)CC